FC(S(=O)(=O)OC1=CC2=C(N=C(N=C2)NC)N=C1CC)(F)F 7-ethyl-2-(methylamino)pyrido[2,3-d]pyrimidin-6-yl trifluoromethanesulfonate